3-bromo-5-fluoropyridin-4-ol BrC=1C=NC=C(C1O)F